4-{(S)-1-[8-(2-hydroxy-2-methyl-propyl)-7-oxo-7,8-dihydro-pyrido[2,3-d]pyrimidin-2-ylamino]-ethyl}-benzoic acid methyl ester COC(C1=CC=C(C=C1)[C@H](C)NC=1N=CC2=C(N1)N(C(C=C2)=O)CC(C)(C)O)=O